6-(2-cyclopropyl-7H-pyrrolo[2,3-d]pyrimidin-5-yl)-1-isopropyl-2-methyl-1H-imidazo[4,5-b]pyridine C1(CC1)C=1N=CC2=C(N1)NC=C2C=2C=C1C(=NC2)N=C(N1C(C)C)C